5-methyl-6-[3-(1-methylindazol-5-yl)oxy-7,8-dihydro-5H-1,6-naphthyridin-6-yl]pyridine-3-carbonitrile CC=1C=C(C=NC1N1CC=2C=C(C=NC2CC1)OC=1C=C2C=NN(C2=CC1)C)C#N